C(C)(C)(C)C=1C=CC(=NC1)C=1N=C2SCCCN2C(C1C#N)=O 8-(5-tert-butylpyridin-2-yl)-6-oxo-2H,3H,4H,6H-pyrimido[2,1-b][1,3]thiazine-7-carbonitrile